C(C)(C)(C)[C@H]1C=2C=C(C(NC2C2=C(C1)N1C(=N2)C(=CC(=C1)C1CC1)C(F)(F)F)=O)C(=O)O (S)-5-(tert-butyl)-9-cyclopropyl-2-oxo-11-(trifluoromethyl)-1,2,5,6-tetrahydropyrido[2',1':2,3]imidazo[4,5-h]quinoline-3-carboxylic acid